(7s,8R)-7-((S)-5H-imidazo[5,1-a]isoindol-5-yl)-5,6,7,8-tetrahydroquinolin-8-ol C=1N=CN2C1C1=CC=CC=C1[C@@H]2[C@@H]2CCC=1C=CC=NC1[C@@H]2O